CN1N=C(C=C1)[C@@H](C)N (R)-1-(1-methyl-1H-pyrazol-3-yl)ethan-1-amine